(S)-N-(4-(3-Aminopiperidin-1-yl)-5-(1-(2,2,2-trifluoroethyl)-1H-pyrazol-4-yl)pyridin-2-yl)-1-(cyclopropylmethyl)-3-methyl-1H-pyrazolo[3,4-b]pyridin-6-amine N[C@@H]1CN(CCC1)C1=CC(=NC=C1C=1C=NN(C1)CC(F)(F)F)NC1=CC=C2C(=N1)N(N=C2C)CC2CC2